2-(2',3',5',6'-tetrahydrospiro[indene-1,4'-pyran]-5-yl)acetic acid O1CCC2(CC1)C=CC1=CC(=CC=C12)CC(=O)O